ClC1=C(C=CC=C1)C1(C(CCCC1)=O)N(C(OCOC(CNC(C)=O)=O)=O)C (2-acetamidoacetoyloxy)methyl 1-(2-chlorophenyl)-2-oxocyclohexyl-methylcarbamate